[[(5-bromo-2-methoxy-phenyl)-(difluoromethyl)-oxo-λ6-sulfanylidene]amino]-tert-butyl-dimethyl-silane BrC=1C=CC(=C(C1)S(=O)(C(F)F)=N[Si](C)(C)C(C)(C)C)OC